C(C(C)C)OC(C)OCC(C)C 1-(1-isobutoxyethoxy)-2-methylpropane